tert-butyl (4-((4-nitrophenyl)sulfonamido)butyl)carbamate [N+](=O)([O-])C1=CC=C(C=C1)S(=O)(=O)NCCCCNC(OC(C)(C)C)=O